2-amino-4-(butylamino)-5-oxopyrido[4,3-d]pyrimidin NC=1N=C(C2=C(N1)C=CNC2=O)NCCCC